C(N)(OC12C(C(C1)C2)[C@@H]2C[C@@H](CC2)C2=NNC(=C2)NC(CC2=CC(=NS2)C)=O)=O cis-3-(5-(2-(3-methylisothiazol-5-yl)acetamido)-1H-pyrazol-3-yl)cyclopentylbicyclo[1.1.1]pentane-1-yl carbamate